C1(CCCC1)N1C(C(N(C=C1)CC1=NOC(=C1)C1=C(C=CC=C1)F)=O)=O 1-cyclopentyl-4-((5-(2-fluorophenyl)isoxazol-3-yl)methyl)-1,4-dihydropyrazine-2,3-dione